ONC(CCCCCN1C(C2=CC=CC=3C2=C(C1=O)C=CC3)=O)=O 6-(1,3-Dioxo-1H,3H-benzo[de]isoquinolin-2-yl)-hexanoic acid hydroxyamide